COC1=CC=C(C(=N1)C1=NC(=CC=C1O)OC)O 6,6'-dimethoxy-3,3'-dihydroxy-2,2'-bipyridine